ClC1=C(C(=CC=C1)F)N1C=2N(C3=C(C1=O)C=NC(=N3)NC3=CC=C1C(CN(CC1=C3)C)(C)C)C=CN2 6-(2-chloro-6-fluorophenyl)-2-[(2,4,4-trimethyl-1,2,3,4-tetrahydroisoquinolin-7-yl)amino]imidazo[1,2-a]pyrimido[5,4-e]pyrimidin-5(6H)-one